2-methyl-1,3-dicyanopropane CC(CC#N)CC#N